C1(=CC=CC=C1)S(=O)(=O)NC(CC1=CC(=CC=C1)C(N)=N)C=1SC2=C(N1)C=CC(=C2)OCCCC(=O)N 4-[[2-[1-(benzenesulfonamido)-2-(3-carbamimidoylphenyl)ethyl]-1,3-benzothiazol-6-yl]oxy]butanamide